3-(2-cyanopropan-2-yl)-5-(trifluoromethoxy)benzoic acid C(#N)C(C)(C)C=1C=C(C(=O)O)C=C(C1)OC(F)(F)F